Cl.COC1=CC=C(CNC2=NC3=CC=C(C=C3C(=C2C)C)C(=O)O)C=C1 2-((4-methoxybenzyl)amino)-3,4-dimethylquinoline-6-carboxylic acid hydrochloride